(1R,3S)-3-(3-{[(1-methyl-1H-pyrazol-4-yl)acetyl]-amino}-1H-pyrazol-5-yl)-cyclopentyl (2R)-2-meth-yl-azetidine-1-carboxylate C[C@H]1N(CC1)C(=O)O[C@H]1C[C@H](CC1)C1=CC(=NN1)NC(CC=1C=NN(C1)C)=O